C(N)(OCC1=C(C=CC(=C1)/C(/C)=N/OCC1=NC(=CC=C1)C)Cl)=O {2-chloro-5-[(E)-1-(6-methyl-2-pyridylmethoxyimino) ethyl] benzyl} carbamate